1-methyl-5-{2-[(2-methylpropyl)sulfanyl]phenyl}-7-nitro-1,3-dihydro-2H-1,4-benzodiazepin-2-one CN1C(CN=C(C2=C1C=CC(=C2)[N+](=O)[O-])C2=C(C=CC=C2)SCC(C)C)=O